FC1=CC=C2C(=CN(C2=C1)S(=O)(=O)C1=CC=C(C)C=C1)CC1=CC(=C(C(=C1)C)O)C 4-((6-fluoro-1-p-toluenesulfonyl-1H-indol-3-yl)methyl)-2,6-dimethylphenol